2-(5,6-dichlorobenzofuran-2-yl)-N-((1r,2r)-1-(2,3-dihydrobenzo[b][1,4]dioxin-6-yl)-1-hydroxy-3-(pyrrolidin-1-yl)propan-2-yl)-2,2-difluoroacetamide ClC=1C(=CC2=C(C=C(O2)C(C(=O)N[C@@H]([C@H](O)C2=CC3=C(OCCO3)C=C2)CN2CCCC2)(F)F)C1)Cl